OC1=CC(=CC=2CC3=CC=CC(=C3C(C12)=O)O)CO 1,8-dihydroxy-3-(hydroxymethyl)-anthracene-9(10H)-one